[Si](OCI)([O-])([O-])[O-] (iodomethyl) silicate